6-[(S)-{[8-(1-methyl-1H-indol-6-yl)quinoxalin-6-yl]amino}(pyridin-3-yl)methyl]-2,3-dihydropyridazin CN1C=CC2=CC=C(C=C12)C=1C=C(C=C2N=CC=NC12)N[C@H](C=1C=CCNN1)C=1C=NC=CC1